FC1=CC=C(C=C1)C1=NC(=C2C(=N1)N(N=C2)C2=CC=C(C=C2)OC)NC(=O)C=2SC(=CC2)[N+](=O)[O-] N-(6-(4-fluorophenyl)-1-(4-methoxyphenyl)-1H-pyrazolo[3,4-d]pyrimidin-4-yl)-5-nitrothiophene-2-carboxamide